The molecule is a glycophytoceramide having a 4-O-[3-(4-methoxyphenyl)propyl]-alpha-D-galactosyl residue at the O-1 position and a hexacosanoyl group attached to the nitrogen. One of a series of an extensive set of 4"-O-alkylated alpha-GalCer analogues evaluated (PMID:30556652) as invariant natural killer T-cell (iNKT) antigens. It derives from an alpha-D-galactose. CCCCCCCCCCCCCCCCCCCCCCCCCC(=O)N[C@@H](CO[C@@H]1[C@@H]([C@H]([C@H]([C@H](O1)CO)OCCCC2=CC=C(C=C2)OC)O)O)[C@@H]([C@@H](CCCCCCCCCCCCCC)O)O